Spiro[isobenzofuran-1(3H),9'-(9H)xanthene]-5-carboxylic acid C1=CC=CC=2OC3=CC=CC=C3C3(C12)OCC1=CC(=CC=C13)C(=O)O